C(C)(C)(CC)NC(=O)C1CC=NO1 N-tert-amyl-4,5-dihydroisoxazole-5-carboxamide